(2S,3S,4R,5R)-5-(2-([1,1'-biphenyl]-4-yl)-6-(benzylamino)-9H-purin-9-yl)-3,4-dihydroxyl-N-methyltetrahydrofuran-2-carboxamide C1(=CC=C(C=C1)C1=NC(=C2N=CN(C2=N1)[C@H]1[C@@H]([C@@H]([C@H](O1)C(=O)NC)O)O)NCC1=CC=CC=C1)C1=CC=CC=C1